1-(2-iodo-4-(trifluoromethyl)benzyl)-1,8-diazaspiro[4.5]Decane-8-carboxylic acid tert-butyl ester C(C)(C)(C)OC(=O)N1CCC2(CCCN2CC2=C(C=C(C=C2)C(F)(F)F)I)CC1